tert-butyl (5S)-2-oxo-1,7-dioxa-3,10-diazaspiro[4.6]undecane-10-carboxylate O=C1O[C@]2(CN1)COCCN(C2)C(=O)OC(C)(C)C